[Re+3]=O rhenium(V) oxide